CNC(=O)C1=CC=2N(C=C1)C(=CN2)C2=CC=CC=N2 6-(7-(methylcarbamoyl)imidazo[1,2-a]pyridin-3-yl)pyridin